C(C1=CC=CC=C1)OC(=O)N1CC2(CNC2)C(C1)(F)F.ClC1=C(C(=O)NC2=C3C=NN(C3=CC=C2)C2=CC=C(C=C2)C(F)(F)F)C=C(C=C1)CNC(=O)[C@@H]1CC[C@H](CC1)O 2-Chloro-5-({[trans-(4-hydroxycyclohexyl)carbonyl]amino}methyl)-N-{1-[4-(trifluoromethyl)phenyl]-1H-indazol-4-yl}Benzamide benzyl-8,8-difluoro-2,6-diazaspiro[3.4]octane-6-carboxylate